FC(C(=O)NCC#CC=1C=NC(=C(C1)C)C=1N=NN(C1)CC1OCCCC1)(F)F 2,2,2-trifluoro-N-(3-(5-methyl-6-(1-((tetrahydro-2H-pyran-2-yl)methyl)-1H-1,2,3-triazol-4-yl)pyridin-3-yl)prop-2-yn-1-yl)acetamide